N-(1-(1-(2,4-bis(trifluoromethyl)phenyl)ethyl)-1H-pyrazol-4-yl)-5-(pyridin-2-yl)-1,3,4-thiadiazole-2-carboxamide FC(C1=C(C=CC(=C1)C(F)(F)F)C(C)N1N=CC(=C1)NC(=O)C=1SC(=NN1)C1=NC=CC=C1)(F)F